2-(2-Chlorophenyl)-5,7-dihydroxy-8-[(2R,3S)-(hydroxymethyl)-1-methyl-3-pyrrolidinyl]-4H-1-benzopyran-4-one, hydrochloride Cl.ClC1=C(C=CC=C1)C=1OC2=C(C(C1)=O)C(=CC(=C2[C@H]2[C@@H](N(CC2)C)CO)O)O